OC(=O)C(F)(F)F.NC1=C(C=CC=C1)NC(C1=CC=C(C=C1)CCC(N1CCC(CC1)NC1C(C1)C1=CC=CC=C1)=O)=O N-(2-aminophenyl)-4-(3-oxo-3-(4-((2-phenylcyclopropyl)amino)piperidin-1-yl)propyl)benzamide TFA Salt